C1(CC1)C=1C(=CC=2N(N1)C(=CN2)C2=CC=CC(=N2)N[C@H]2CNCC2)OC (R)-6-(6-cyclopropyl-7-methoxyimidazo[1,2-b]pyridazin-3-yl)-N-(pyrrolidin-3-yl)pyridin-2-amine